F[P-](F)(F)(F)(F)F.CN(C)[C+](Cl)N(C)C bis(dimethylamino)-chlorocarbenium hexafluorophosphate